4,4'-bis(chloromethyl)benzophenone ClCC1=CC=C(C(=O)C2=CC=C(C=C2)CCl)C=C1